C1(=CC=CC=C1)COCC(CO)CO 2-[(Phenylmethoxy)methyl]-1,3-propanediol